1H-1,2,3-triazole-4-carboxylate N1N=NC(=C1)C(=O)[O-]